3-Chlorothiazolo[5,4-c]pyridazin-6(5H)-thione ClC1=CC2=C(N=N1)SC(N2)=S